Lithium-vanadium oxygen N-([1,1'-biphenyl]-4-yl)-N-(4-(dibenzothiophen-2-yl)phenyl)dibenzothiophen-2-amine C1(=CC=C(C=C1)N(C1=CC2=C(SC3=C2C=CC=C3)C=C1)C1=CC=C(C=C1)C1=CC3=C(SC2=C3C=CC=C2)C=C1)C1=CC=CC=C1.[O].[V].[Li]